O[Zn](O)(O)O Tetrahydroxyzinc